FC=1C=C(C=CC1OC)NC(CN1C=NC2=C(C1=O)N(N=C2NC2=CC=C(C=C2)C(F)(F)F)C(C)C)=O N-(3-fluoro-4-methoxyphenyl)-2-(1-isopropyl-7-oxo-3-((4-(trifluoromethyl)phenyl)amino)-1,7-dihydro-6H-pyrazolo[4,3-d]Pyrimidin-6-yl)acetamide